(4-methoxy-3,5-dimethylphenyl)dimethyl-sulfonium COC1=C(C=C(C=C1C)[S+](C)C)C